(R)-N-(1-(2-fluoroethyl)piperidin-3-yl)-4-(4-methoxyphenyl)phthalazin-1-amine FCCN1C[C@@H](CCC1)NC1=NN=C(C2=CC=CC=C12)C1=CC=C(C=C1)OC